Triethyl phosphate P(=O)(OCC)(OCC)OCC